[2-chloro-4-[[3-[4-(difluoromethoxy)-2,3-difluoro-phenyl]imidazo[1,2-a]pyrazin-8-yl]amino]phenyl]-[4-[(2S,4R)-4-hydroxypyrrolidine-2-carbonyl]piperazin-1-yl]methanone formate C(=O)O.ClC1=C(C=CC(=C1)NC=1C=2N(C=CN1)C(=CN2)C2=C(C(=C(C=C2)OC(F)F)F)F)C(=O)N2CCN(CC2)C(=O)[C@H]2NC[C@@H](C2)O